O(C=1C=C(C=CC1)C=1N(C=CN1)C1=C(C=C(C=C1C(C)C)C1=CC=CC=C1)C(C)C)C=1C=C(C=CC1)C=1N(C=CN1)C1=C(C=C(C=C1C(C)C)C1=CC=CC=C1)C(C)C 2,2'-(oxybis(3,1-phenylene))bis(1-(3,5-diisopropyl-[1,1'-biphenyl]-4-yl)-1H-imidazole)